1-(2-aminoethyl)-5-(4-((4-((5-(trifluoromethyl)pyridin-2-yl)amino)piperidin-1-yl)sulfonyl)phenyl)-1H-pyrrolo[2,3-b]pyridine-3-carbonitrile NCCN1C=C(C=2C1=NC=C(C2)C2=CC=C(C=C2)S(=O)(=O)N2CCC(CC2)NC2=NC=C(C=C2)C(F)(F)F)C#N